3-acetamido-N-((S)-(2,3-dichloro-6-fluorophenyl)(1-methylcyclopentyl)methyl)-1-methylcyclopentane-1-carboxamide C(C)(=O)NC1CC(CC1)(C(=O)N[C@@H](C1(CCCC1)C)C1=C(C(=CC=C1F)Cl)Cl)C